C(CCC)C1N(S(C2=C(N(C1)C1=CC=C(C=C1)F)C=C(C(=C2)O\C=C(\C(=O)OCC)/F)SC)(=O)=O)CC2=CC=C(C=C2)OC ethyl (Z)-3-((3-butyl-5-(4-fluorophenyl)-2-(4-methoxybenzyl)-7-(methylthio)-1,1-dioxido-2,3,4,5-tetrahydro-1,2,5-benzothiadiazepin-8-yl)oxy)-2-fluoroacrylate